((6-fluoro-2-methyl-1,2,3,4-tetrahydroisoquinolin-7-yl)amino)-5-((2-methoxyphenyl)amino)-1,2,4-triazine-6-carboxamide FC=1C=C2CCN(CC2=CC1NC=1N=NC(=C(N1)NC1=C(C=CC=C1)OC)C(=O)N)C